FC1=C(N=C(S1)C1=CNC2=NC=CC=C21)C=2C=C(C=CC2)[C@]2(C(N(CC2)C)=O)O (R)-3-(3-(5-fluoro-2-(1H-pyrrolo[2,3-b]pyridin-3-yl)thiazol-4-yl)phenyl)-3-hydroxy-1-methylpyrrolidin-2-one